Br(=O)(=O)O.BrCC=1C=NN(C1)C 4-(bromomethyl)-1-methyl-1H-pyrazole bromate